[(2R,3S,4R,5R)-5-[2-chloro-4-[[(1S)-1-(4-cyanophenyl)ethyl]-amino]pyrrolo[2,3-d]-pyrimidin-7-yl]-3,4-dihydroxy-tetrahydro-furan-2-yl]methoxy-methylphosphonic acid ClC=1N=C(C2=C(N1)N(C=C2)[C@H]2[C@@H]([C@@H]([C@H](O2)COCP(O)(O)=O)O)O)N[C@@H](C)C2=CC=C(C=C2)C#N